C(C1=CC=CC=C1)N1CC2=C(N=C(N=C2)N2N=NC=C2)CC1 6-benzyl-2-(triazol-1-yl)-7,8-dihydro-5H-pyrido[4,3-d]pyrimidine